C(CC)SC1=C(C=C(C(=C1)SCCC)SCCC)SCCC 1,2,4,5-tetra(propylthio)benzene